mercury cadmium zinc telluride [Te-2].[Zn+2].[Cd+2].[Hg+]